tert-Butyl (3R)-3-[(E,1S)-1-[(4S)-4-benzyl-2-oxo-oxazolidine-3-carbonyl]-5-(3-fluoro-5-methoxy-phenoxy)pent-3-enyl]pyrrolidine-1-carboxylate C(C1=CC=CC=C1)[C@@H]1N(C(OC1)=O)C(=O)[C@@H](C\C=C\COC1=CC(=CC(=C1)OC)F)[C@@H]1CN(CC1)C(=O)OC(C)(C)C